((R)-2-(2-Chlorophenyl)pyrrolidin-1-yl)-3-fluoro-N-((R,E)-4-(methylsulfonyl)but-3-en-2-yl)pyrazine-2-carboxamide ClC1=C(C=CC=C1)[C@@H]1N(CCC1)C=1N=C(C(=NC1)C(=O)N[C@H](C)\C=C\S(=O)(=O)C)F